1,4-dihydroxybenzenesulfonic acid potassium salt [K+].OC1(CC=C(C=C1)O)S(=O)(=O)[O-]